N1=C(N=C(N=C1OCCCSCCCS)OCCCSCCCS)OCCCSCCCS 3,3',3''-((((1,3,5-triazine-2,4,6-triyl)tris(oxy))tris(propane-3,1-diyl))tris(sulfanediyl))tris(propane-1-thiol)